N-[2-amino-4-(4,4-difluoropiperidin-1-yl)-5-fluoro-1,3-benzothiazol-6-yl]-2-{6-azaspiro[2.5]oct-6-yl}-4-(2-hydroxyethanesulfonylamino)benzamide NC=1SC2=C(N1)C(=C(C(=C2)NC(C2=C(C=C(C=C2)NS(=O)(=O)CCO)N2CCC1(CC1)CC2)=O)F)N2CCC(CC2)(F)F